N-(3-methylpyridin-2-yl)-3-(5-(tetrahydro-2H-pyran-4-yloxy)pyridin-2-yl)isothiazol-5-amine CC=1C(=NC=CC1)NC1=CC(=NS1)C1=NC=C(C=C1)OC1CCOCC1